C(CCCCCCCCCCCCCCCCC)OC[C@@H](OCC1=CC(=C(C=C1)OC)F)CO 1-O-octadecyl-2-O-(3-fluoro-4-methoxybenzyl)-sn-glycerol